tert-butyl 3-(2-benzyloxyethoxy)-4,4-difluoro-5-methyl-piperidine-1-carboxylate C(C1=CC=CC=C1)OCCOC1CN(CC(C1(F)F)C)C(=O)OC(C)(C)C